(+-)-(Z)-7-decen-4-olide C1(CC[C@@H](CC\C=C/CC)O1)=O |r|